tert-butyl 4-carbamoylbutyrate C(N)(=O)CCCC(=O)OC(C)(C)C